(2S,3S,4E,6S,7R,10R)-7,10-dihydroxy-3,7-dimethyl-12-oxo-2-((2E,4E,6R)-6-(pyridin-2-yl)hepta-2,4-dien-2-yl)oxacyclododec-4-en-6-yl-4-methylpiperazine-1-carboxylate O[C@]1([C@H](/C=C/[C@@H]([C@H](OC(C[C@@H](CC1)O)=O)\C(\C)=C\C=C\[C@@H](C)C1=NC=CC=C1)C)OC(=O)N1CCN(CC1)C)C